ClC=1C=C(C(=C(C1)C1=CC=C(C=C1)OC(C(=O)O)(C)C)NS(=O)(=O)C=1C=NC=CC1CC)F 2-({5'-chloro-2'-[(4-ethylpyridine-3-sulfonyl)amino]-3'-fluoro[1,1'-biphenyl]-4-yl}oxy)-2-methylpropanoic acid